C(CCC(=O)O)(=O)OCC[C@H](N)C(=O)O 4-O-succinyl-L-homoserine